N-(5-(3-(2,6-dichloro-3,5-dimethoxyphenyl)-1-oxo-1H-pyrano[4,3-c]pyridin-7-yl)-1-(2-methoxyethyl)-1H-pyrazol-4-yl)acrylamide 2-ethyl-phenylcarbamate C(C)C1=C(C=CC=C1)NC(O)=O.ClC1=C(C(=C(C=C1OC)OC)Cl)C1=CC=2C=NC(=CC2C(O1)=O)C1=C(C=NN1CCOC)NC(C=C)=O